C1(CC1)S(=O)(=O)N1N=CC(=C1)C1=NC=CC(=N1)NC1=NC=C(C(=C1)NC1CCC(CC1)O)C#CC=1C=NN(C1)CC1CCOCC1 (1s,4s)-4-((2-((2-(1-(Cyclopropylsulfonyl)-1H-pyrazol-4-yl)pyrimidin-4-yl)amino)-5-((1-((tetrahydro-2H-pyran-4-yl)methyl)-1H-pyrazol-4-yl)ethynyl)pyridin-4-yl)amino)cyclohexan-1-ol